(R)-1-(3-methoxyphenyl)-2-(phenylseleno)ethane-1-ol COC=1C=C(C=CC1)[C@H](C[Se]C1=CC=CC=C1)O